[Si](C)(C)(C(C)(C)C)N=S(=O)(N)C1=C(N=C(S1)C(C)(C)O)C N'-(tert-butyldimethylsilyl)-2-(2-hydroxypropan-2-yl)-4-methylthiazole-5-sulfonimidamide